P(O)(=O)(OP(=O)(O)OP(=O)(O)O)OC[C@@H]1[C@H]([C@H]([C@@H](O1)N1C=CC=2C(N)=NC=NC12)O)O 7-deaza-adenosine-5'-triphosphate